N-[6-(6-Amino-3-pyridyl)-2-isopropoxy-3-pyridyl]-5-methyl-3-phenyl-isoxazole-4-carboxamide NC1=CC=C(C=N1)C1=CC=C(C(=N1)OC(C)C)NC(=O)C=1C(=NOC1C)C1=CC=CC=C1